COC1=C(C=CC=C1[N+](=O)[O-])C1=CC(=CC(=C1)C(=O)O)C(=O)O 2'-methoxy-3'-nitro-3,5-dicarboxy-1,1'-biphenyl